N1(CCCCC1)C1CCNCC1 4-piperidinopiperidine